CC(C)(C(C)C)NC1CN(CC1)C=1N=NC(=CC1)C1=CC2=C(N=C(O2)C)C=C1OCOC N-(2,3-dimethylbutan-2-yl)-1-{6-[5-(methoxymethoxy)-2-methyl-1,3-benzoxazol-6-yl]pyridazin-3-yl}pyrrolidin-3-amine